C(CC)[S+](=O)(CCC)CCC tripropyl-sulfoxonium